[Na+].[Na+].OCCN(CC(=O)[O-])CC(=O)[O-] N-2-hydroxyethyl-iminodiacetic acid disodium salt